C12CN(CC2C1)C1=NC2=C(C=C(C=C2C(N1C)=O)C)C(C)O 2-(3-azabicyclo[3.1.0]hexan-3-yl)-8-(1-hydroxyethyl)-3,6-dimethylquinazolin-4-one